CC(C(C(=O)O)(C=1C=C(C=CC1)C)C1=CC=CC=C1)C(=O)O 3-methyl-2-phenyl-2-(m-tolyl)succinic acid